CC(C)[C@]1(C(=O)NC(=N1)C2=C(C=CC=N2)C(=O)O)C The molecule is a 2-(4-isopropyl-4-methyl-5-oxo-4,5-dihydro-1H-imidazol-2-yl)nicotinic acid that has S configuration. It is a conjugate acid of a (S)-imazapyr(1-). It is an enantiomer of a (R)-imazapyr.